ClC1=CC=C2NC=3CC(CC(C3C(C2=C1)=O)=O)C1CCCCC1 7-chloro-3-cyclohexyl-3,4-dihydroacridine-1,9(2H,10H)-dione